S(OC1=CC=C(C=C1)OCC1=C(C=C(C=C1F)C1=CC(=NC=C1)NC(C)=O)F)(=O)(=O)F 4-((4-(2-acetamidopyridin-4-yl)-2,6-difluorobenzyl)oxy)phenyl sulfurofluoridate